COC1=C(C=CC(=C1)N1[C@H]2CN(C[C@@H]1CC2)C)NC=2N=C(C1=C(N2)NC=C1)NC=1C=CC=C2CCN(C12)S(=O)(=O)C N2-(2-methoxy-4-((1R,5S)-3-methyl-3,8-diazabicyclo[3.2.1]octan-8-yl)phenyl)-N4-(1-(methylsulfonyl)indolin-7-yl)-7H-pyrrolo[2,3-d]pyrimidine-2,4-diamine